1-[[7-[8-ethyl-7-fluoro-3-(methoxymethoxy)-1-naphthyl]-8-fluoro-4-(2-oxa-6-azabicyclo[5.1.0]octan-6-yl)pyrido[4,3-d]pyrimidin-2-yl]oxymethyl]cyclopropanecarbaldehyde C(C)C=1C(=CC=C2C=C(C=C(C12)C1=C(C=2N=C(N=C(C2C=N1)N1CCCOC2CC12)OCC1(CC1)C=O)F)OCOC)F